CO[Si](Br)(Br)OC dimethoxydibromosilane